C(O[C@H](C)C1=CC(=C(C=C1)F)F)(OC1=CC=C(C=C1)[N+](=O)[O-])=O (1R)-1-(3,4-difluorophenyl)ethyl 4-nitrophenyl carbonate